3-O-(beta-D-glucopyranosyl)-5alpha-cholestan-3beta-ol [C@@H]1([C@H](O)[C@@H](O)[C@H](O)[C@H](O1)CO)O[C@@H]1C[C@@H]2CC[C@H]3[C@@H]4CC[C@H]([C@@H](CCCC(C)C)C)[C@]4(CC[C@@H]3[C@]2(CC1)C)C